BrC1=CN=C(C(N1)=O)N[C@H](C)C1=CC2=C(OC3=C2C=CC=C3)C=C1 (R)-6-bromo-3-((1-(dibenzo[b,d]furan-2-yl)ethyl)amino)pyrazin-2(1H)-one